N[C@@H](C)C1=NC(=NO1)C=1C=C2C(=CC=CN2C1SC(F)(F)F)N[C@H]1[C@H](CN(CC1)C)F 2-{5-[(1S)-1-aminoethyl]-1,2,4-oxadiazol-3-yl}-N-[(3S,4R)-3-fluoro-1-methylpiperidin-4-yl]-3-[(trifluoromethyl)sulfanyl]indolizin-8-amine